C(C)(C)(C)OC(=O)NC/C(/COC=1C=C2CCN(C(C2=CC1)=O)CC(=O)O)=C\F 2-[6-[(E)-2-[(tert-butyloxycarbonylamino)methyl]-3-fluoro-allyl-oxy]-1-oxo-3,4-dihydroisoquinolin-2-yl]acetic acid